4-(1-(2-((S)-4-(4-chlorophenyl)-2,3,9-trimethyl-6H-thieno[3,2-f][1,2,4]triazolo[4,3-a][1,4]diazepin-6-yl)acetamido)ethyl)benzoic acid ClC1=CC=C(C=C1)C1=N[C@H](C=2N(C3=C1C(=C(S3)C)C)C(=NN2)C)CC(=O)NC(C)C2=CC=C(C(=O)O)C=C2